5-(4-((5-(difluoromethyl)-3-methyl-2,4-dioxo-1,2,3,4-tetrahydroquinazolin-7-yl)methyl)piperazin-1-yl)-N,6-dimethylpyridineamide FC(C1=C2C(N(C(NC2=CC(=C1)CN1CCN(CC1)C=1C=CC(=NC1C)C(=O)NC)=O)C)=O)F